NC1=NC=CC2=CC=C(C=C12)C=1C=C2C(=NN(C2=CC1)C1CN(C1)CCC(C)C)COC1=C(C=CC=C1)CC(=O)O 2-(2-((5-(1-aminoisoquinolin-7-yl)-1-(1-isopentylazetidin-3-yl)-1H-indazol-3-yl)methoxy)phenyl)acetic acid